NC1=NC=C(C2=C1C(=NN2C)C2=CC(=C(C=C2)NS(=O)(=O)C(F)F)O[C@@H](C)C2=CC=C(C=C2)F)C=2C=NN(C2)C(C(=O)N(C)C(C)C)C 2-(4-(4-amino-3-(4-((difluoromethyl)sulfonamido)-3-((S)-1-(4-fluorophenyl)ethoxy)phenyl)-1-methyl-1H-pyrazolo[4,3-c]pyridin-7-yl)-1H-pyrazol-1-yl)-N-isopropyl-N-methylpropanamide